4-({[5-(4-fluorophenyl)-1,3-oxazol-2-yl]methyl}sulfanyl)-1,3,5-triazin-2-amine FC1=CC=C(C=C1)C1=CN=C(O1)CSC1=NC(=NC=N1)N